6-(1-(6-methylpyridin-2-yl)-1H-pyrazol-5-yl)benzo[d]thiophene CC1=CC=CC(=N1)N1N=CC=C1C1=CC2=C(C=CS2)C=C1